NC=1CCC([C@@](N1)(C(F)F)C=1C=C(C=CC1F)NC(=O)C1=NC=C(C=C1)OC([2H])([2H])[2H])(F)F (S)-N-(3-(6-amino-2-(difluoromethyl)-3,3-difluoro-2,3,4,5-tetrahydropyridin-2-yl)-4-fluorophenyl)-5-(methoxy-d3)pyridineamide